(5-bromo-3-iodo-2-pyridyl)methanol BrC=1C=C(C(=NC1)CO)I